ClC=1C=C2C=NN(C2=CC1N1CCC2(CN(C2)S(=O)(=O)C)CC1)C=1C=NN(C1)C1CC1 5-chloro-1-(1-cyclopropyl-1H-pyrazol-4-yl)-6-[2-(methylsulfonyl)-2,7-diazaspiro[3.5]nonan-7-yl]-1H-indazole